C[C@H]1CN2C(C=3N1C(=NC3)[C@@](C(F)(F)F)(C)O)=CC(=N2)C23CCC(CC2)(CC3)C=O 4-((S)-5-Methyl-3-((R)-1,1,1-trifluoro-2-hydroxypropan-2-yl)-5,6-dihydroimidazo[1,5-a]pyrazolo[5,1-c]pyrazin-9-yl)bicyclo[2.2.2]octane-1-carbaldehyde